COC1=CC=C(C2=C1NC(=N2)NC(=O)C2=CC(=NC=C2)N2C[C@]1(CCOC1)CC2)C2CCOCC2 N-[7-methoxy-4-(oxan-4-yl)-1H-1,3-benzodiazol-2-yl]-2-[(5R)-2-oxa-7-azaspiro[4.4]nonan-7-yl]pyridine-4-carboxamide